CC1=C(C(=O)C2=C([C@]3([C@@H]4[C@@H](N4C)CN3C2=C1[O-])O)COC(=O)N)O The molecule is an organic anion obtained by removal of the acidic proton from position 8 of 7-demethylmitomycin B. It is a conjugate base of a 7-demethylmitomycin B. It is a conjugate acid of a 7-demethylmitomycin B(2-).